O1C=2C(OCC1COCCCCS(=O)(=O)[O-])=CSC2 4-[(2,3-dihydrothieno[3,4-b][1,4]dioxin-2-yl)methoxy]butane-1-sulfonate